CS(=O)(=O)[O-].C[NH+]1C=C(C=C1)CC 1-Methyl-3-ethylpyrrolium methansulfonat